(S)-3-(3-(4-chlorobenzyl)-2,6-dioxo-4-((4-(pyridin-2-yloxy) phenyl) amino)-3,6-dihydro-1,3,5-triazin-1(2H)-yl)-2-methylpropylsulfate ClC1=CC=C(CN2C(N(C(N=C2NC2=CC=C(C=C2)OC2=NC=CC=C2)=O)C[C@@H](COS(=O)(=O)[O-])C)=O)C=C1